C(C)(C)(C)OC(=O)N1C(CC(CC1)C=O)(C)C 4-formyl-2,2-dimethylpiperidine-1-carboxylic acid tert-butyl ester